C(C)(=O)C1=CC(=NC(=C1)N1C=NC=C1)C(=O)NC1CCC(CC1)OCCOC 4-acetyl-6-(1H-imidazol-1-yl)-N-((1r,4r)-4-(2-methoxyethoxy)cyclohexyl)pyridinecarboxamide